6-chloro-N-[5-(2,2-difluoroethoxy)-4,6-dimethoxy-pyrimidin-2-yl]-7-(6-methylpyridazin-3-yl)-1H-indole-3-sulfonamide ClC1=CC=C2C(=CNC2=C1C=1N=NC(=CC1)C)S(=O)(=O)NC1=NC(=C(C(=N1)OC)OCC(F)F)OC